6-Bromo-4-(chloromethyl)-8-iodophthalazin-1(2H)-one BrC=1C=C2C(=NNC(C2=C(C1)I)=O)CCl